2-(2,4-difluorophenoxy)-5-iodobenzene FC1=C(OC2=CC=C(C=C2)I)C=CC(=C1)F